7-(cyclohexylmethoxy)-5-fluoro-1-methyl-1H-indole C1(CCCCC1)COC=1C=C(C=C2C=CN(C12)C)F